1-Butyl-2,3-dimethylimidazolium bis(trifluoromethylsulfonyl)imid [N-](S(=O)(=O)C(F)(F)F)S(=O)(=O)C(F)(F)F.C(CCC)N1C(=[N+](C=C1)C)C